C1(CC1)N1C(C=CC(=C1)C1=NC(=NC=C1Cl)Cl)=O 1-cyclopropyl-5-(2,5-dichloropyrimidin-4-yl)pyridin-2(1H)-one